BrC1=C(C=C2C(=NC(=NC2=C1)Cl)N1C2=C(CCCC1)C=CC=C2)F 1-(7-bromo-2-chloro-6-fluoroquinazolin-4-yl)-2,3,4,5-tetrahydro-1H-benzo[b]azepine